5-[1-(2-Fluoro-6-methyl-phenyl)-piperidin-4-yl]-6-oxo-7-(2-trifluoromethyl-benzyl)-4,5,6,7-tetrahydro-pyrazolo[3,4-d]pyrimidine-2-carboxylic acid isobutyl ester C(C(C)C)OC(=O)N1N=C2N(C(N(CC2=C1)C1CCN(CC1)C1=C(C=CC=C1C)F)=O)CC1=C(C=CC=C1)C(F)(F)F